C12CN(CC(N1)C2)C2=CC=C(C=N2)C2=NN1C(C=CC(=C1)C1=CC(N(C=C1)C)=O)=C2C#N (6-(3,6-diazabicyclo[3.1.1]heptan-3-yl)pyridin-3-yl)-6-(1-methyl-2-oxo-1,2-dihydropyridin-4-yl)pyrazolo[1,5-a]pyridine-3-carbonitrile